CN1C(C=2C=CC=C3C2C1=CC1=C(N3CC=3C=C(C(=O)NCCN2CCNCC2)C=CC3)N=CC=C1)=O 3-((1-methyl-2-oxo-1,2-dihydro-6H-pyrido[3',2':6,7]azepino[4,3,2-cd]isoindol-6-yl)methyl)-N-(2-(piperazin-1-yl)ethyl)benzamide